tert-butyl 3-[7-chloro-5-fluoro-6-[7-fluoro-3-(methoxymethoxy)-8-(2-triisopropylsilylethynyl)-1-naphthyl]-3,4-dimethyl-1-isoquinolyl]-3,8-diazabicyclo[3.2.1]octane-8-carboxylate ClC1=C(C(=C2C(=C(N=C(C2=C1)N1CC2CCC(C1)N2C(=O)OC(C)(C)C)C)C)F)C2=CC(=CC1=CC=C(C(=C21)C#C[Si](C(C)C)(C(C)C)C(C)C)F)OCOC